C(C)(C)(C)OC(=O)N1CCC(=CC1)C1=C(C=C(C(=O)NC2=C(C(=C(C=C2)C=2CCN(CC2)C(=O)OC(C)(C)C)F)F)C=C1)F tert-butyl 4-[4-(4-{1-[(tert-butoxy)carbonyl]-1,2,3,6-tetrahydropyridin-4-yl}-3-fluorobenzamido)-2,3-difluorophenyl]-1,2,3,6-tetrahydropyridine-1-carboxylate